tert-butyl 6-(1H-indazol-6-yl)-3-methyl-3,4-dihydropyridine-1(2H)-carboxylate N1N=CC2=CC=C(C=C12)C1=CCC(CN1C(=O)OC(C)(C)C)C